C(C)OC(=O)C=1C=C(C=C2C1N=C(S2)C[C@@H]([C@@H](C2=CC(=C(C(=C2)OC)C)OC)O[Si](C)(C)C(C)(C)C)OC2CCCC2)Cl 2-((2s,3r)-3-((tert-butyldimethylsilyl)oxy)-2-(cyclopentyloxy)-3-(3,5-dimethoxy-4-methylphenyl)propyl)-6-chlorobenzo[d]thiazole-4-carboxylic acid ethyl ester